(pyridin-2-yl)butanoic acid N1=C(C=CC=C1)C(C(=O)O)CC